(E)-1-benzyl-6-(4-phenylbut-3-en-1-yl)pyridin-2(1H)-one C(C1=CC=CC=C1)N1C(C=CC=C1CC\C=C\C1=CC=CC=C1)=O